1-Octyl-1-propylpiperidinium fluorid [F-].C(CCCCCCC)[N+]1(CCCCC1)CCC